4-amino-N-(bicyclo[1.1.1]pentan-1-yl)-N-((5-(trifluoromethyl)pyridin-2-yl)methyl)imidazo[1,5-a]quinoxaline-8-carboxamide NC=1C=2N(C3=CC(=CC=C3N1)C(=O)N(CC1=NC=C(C=C1)C(F)(F)F)C13CC(C1)C3)C=NC2